NC=1C(=NN(C1)C1=CC(=CC=C1)Br)C#N 4-amino-1-(3-bromophenyl)-1H-pyrazole-3-carbonitrile